4-amino-3-(isopropylamino)benzoic acid methyl ester COC(C1=CC(=C(C=C1)N)NC(C)C)=O